(S)-N-isopropyl-N-methyl-9-(2-fluoroethyl)-2,3,4,9-tetrahydro-1H-carbazole-4-carboxamide C(C)(C)N(C(=O)[C@H]1CCCC=2N(C3=CC=CC=C3C12)CCF)C